1,3-Cyclohexanedicarboxylic acid diisononyl ester C(CCCCCC(C)C)OC(=O)C1CC(CCC1)C(=O)OCCCCCCC(C)C